CC1=NN(C=C1N=NC1=CC=C(C=C1)N)C1=CC=CC=C1 3-methyl-4-((4-aminophenyl)diazenyl)-1-phenyl-1H-pyrazole